[Zn].C=1(S)C(O)=CC=CC1 thiocatechol zinc salt